2-[4-[3-[(1R,4S)-2-azabicyclo[2.2.1]heptane-2-carbonyl]-4-hydroxy-phenoxy]-3,5-dichloro-phenyl]-6-chloro-1,2,4-triazine-3,5-dione [C@@H]12N(C[C@@H](CC1)C2)C(=O)C=2C=C(OC1=C(C=C(C=C1Cl)N1N=C(C(NC1=O)=O)Cl)Cl)C=CC2O